[5-(difluoromethyl)thiazol-2-yl]methanol FC(C1=CN=C(S1)CO)F